C[Si](CC=C)(C)C 3-(trimethylsilyl)-1-propene